3-amino-6-methoxy-5-(trifluoromethyl)picolinic acid NC=1C(=NC(=C(C1)C(F)(F)F)OC)C(=O)O